(2S,4R)-N-(3-fluoro-4-(4-methylthiazol-5-yl)benzyl)-1-((R)-2-(1-fluorocyclopropane-1-carboxamido)-3-methyl-3-(tritylthio)butanoyl)-4-hydroxypyrrolidine-2-carboxamide FC=1C=C(CNC(=O)[C@H]2N(C[C@@H](C2)O)C([C@H](C(C)(SC(C2=CC=CC=C2)(C2=CC=CC=C2)C2=CC=CC=C2)C)NC(=O)C2(CC2)F)=O)C=CC1C1=C(N=CS1)C